N,N'-bis(2-pyridinylmethyl)-1,3-benzenedimethanamine N1=C(C=CC=C1)CNCC1=CC(=CC=C1)CNCC1=NC=CC=C1